2-(2-(5,5-difluorotetrahydro-2H-pyran-2-yl)-5-fluorophenyl)-2-((R)-3-(4-(5,6,7,8-tetrahydro-1,8-naphthyridin-2-yl)butoxy)pyrrolidin-1-yl)acetic acid FC1(CCC(OC1)C1=C(C=C(C=C1)F)C(C(=O)O)N1C[C@@H](CC1)OCCCCC1=NC=2NCCCC2C=C1)F